[Li+].N1(C(CCC1)=O)C(=O)[O-] pyrrolidonecarboxylic acid, lithium salt